3-(3-(4-bromophenyl)-5-(4-chlorophenyl)-4,5-dihydro-1H-pyrazole-1-carbonyl)-7-(2-cyanoselenopropoxy)-dihydro-benzopyran-2-one BrC1=CC=C(C=C1)C1=NN(C(C1)C1=CC=C(C=C1)Cl)C(=O)C1C(OC2=C(C1)C=CC(=C2)OCC(C)[Se]C#N)=O